S(=O)(=O)(C1=CC=C(C)C=C1)N1C(=NC=2C1=NC=CC2)N[C@@H]2C[C@H](CC2)NC2=NC=C(C=N2)N2N=CC=CC2=O 2-(2-(((1S,3S)-3-((3-Tosyl-3H-imidazo[4,5-b]pyridin-2-yl)amino)cyclopentyl)amino)pyrimidin-5-yl)pyridazin-3(2H)-one